NC1=NC2=CC(=CC=C2C=C1Cl)CN(C(=O)C=1C=NC(=NC1)C1CC1)C=1C(=NC=CC1)S(=O)(=O)C N-[(2-amino-3-chloroquinolin-7-yl)methyl]-2-cyclopropyl-N-(2-methanesulfonylpyridin-3-yl)pyrimidine-5-carboxamide